ClC=1N=CC=C2C1NC=C2C=2N=C(C(=NC2)OCC(C)(O)C)C 1-[(5-[7-chloro-1H-pyrrolo[2,3-c]pyridin-3-yl]-3-methylpyrazin-2-yl)oxy]-2-methylpropan-2-ol